[La].CC1=NN(C(=C1CCC(=O)N1CCN(CC1)C1=CC=C(C=C1)F)C)C=1C=CC=2N(N1)C(=NN2)C 3-(3,5-dimethyl-1-(3-methyl-[1,2,4]triazolo[4,3-b]pyridazin-6-yl)-1H-pyrazol-4-yl)-1-(4-(4-fluorophenyl)piperazin-1-yl)propan-1-one lanthanum